(2E)-2-[2-(bromomethyl)-3-methyl-phenyl]-2-methoxyimino-acetate BrCC1=C(C=CC=C1C)\C(\C(=O)[O-])=N/OC